benzyl-imidazole dithioformate C(=S)S.C(C1=CC=CC=C1)C=1NC=CN1